O=C1N(C=CC(=N1)NC(=O)N1CCNCC1)C1=CC=C(C=C1)CC(C)N1CC2C(C2C1)CNC(OC(C)(C)C)=O tert-butyl (((exo)-3-(1-(4-(2-oxo-4-(piperazine-1-carboxamido)pyrimidin-1(2H)-yl)phenyl)propan-2-yl)-3-azabicyclo[3.1.0]hexan-6-yl)methyl)carbamate